4-methyl-1-phenyl-1-hexene CC(CC=CC1=CC=CC=C1)CC